N-(2-(1H-pyrazol-1-yl)benzyl)-5-chloro-3-isopropyl-1H-pyrazolo[4,3-d]pyrimidin-7-amine N1(N=CC=C1)C1=C(CNC=2C3=C(N=C(N2)Cl)C(=NN3)C(C)C)C=CC=C1